1-(o-tolyl)ethylamine C1(=C(C=CC=C1)C(C)N)C